TETRACOSAENOIC ACID CCCCCCCCCCCCCCCCCCCCCC=CC(=O)O